N-((4-((5-((3S,4S)-4-amino-3-methyl-2-oxa-8-azaspiro[4.5]decan-8-yl)pyrazin-2-yl)thio)-3-chloropyridin-2-yl)carbamoyl)-6-methoxypyridine-3-sulfonamide N[C@@H]1[C@@H](OCC12CCN(CC2)C=2N=CC(=NC2)SC2=C(C(=NC=C2)NC(=O)NS(=O)(=O)C=2C=NC(=CC2)OC)Cl)C